C(C)(C)(C)C1=NC(=CC=N1)C(C)(C)C 2,6-di-tert-butylpyrimidine